C(=O)(OC(C)(C)C)N([C@H](CCCCN)C(=O)O)C(=O)OCC1C2=CC=CC=C2C2=CC=CC=C12 Boc-Fmoc-D-lysine